FC(OC1=CC=C(C=C1)C1=CN=C2N1C=CN=C2NC2=CC(=C(C(=O)N1CCN(CC1)C(=O)NCCNC(OC(C)(C)C)=O)C=C2)C)F tert-butyl N-[2-[[4-[4-[[3-[4-(difluoromethoxy)phenyl]imidazo[1,2-a]pyrazin-8-yl]amino]-2-methyl-benzoyl]piperazine-1-carbonyl]amino]ethyl]carbamate